1-(4-vinylbenzyl)-3,3'-hexamethylenebis(5-amino-1H-1,2,4-triazole) C(=C)C1=CC=C(CC(CCCCCC2=NNC(=N2)N)C2=NNC(=N2)N)C=C1